benzyloxycarbonyl-L-Lysine anhydride C(C1=CC=CC=C1)OC(=O)N[C@@H](CCCCN)C(=O)OC([C@@H](NC(=O)OCC1=CC=CC=C1)CCCCN)=O